2-(2,6-diisopropylphenyl)-5-(2,4,6-triethylphenyl)imidazo[1,5-a]pyridin-2-ium chloride [Cl-].C(C)(C)C1=C(C(=CC=C1)C(C)C)[N+]1=CN2C(C=CC=C2C2=C(C=C(C=C2CC)CC)CC)=C1